Cl.N1N=CC=C1C=1C=C(C=NC1)C(=O)N (E)-5-(1H-pyrazol-5-yl)pyridine-3-carboxamide hydrochloride